ClC1=CC=C(OC=2C=CC(=C3CC(COC23)OC(C)=O)C#N)C=C1 Acetic acid 8-(4-chlorophenoxy)-5-cyanochroman-3-yl ester